SCCC(=O)N[C@@H](C)C(=O)O N-(3-mercaptopropionyl)alanine